3-(dimethylamino)-4',7'-dihydrospiro[cyclopentane-1,2'-pyrrolo[3',2':5,6]pyrido[3,4-b]pyrazin]-3'(1'H)-one CN(C1CC2(NC3=C(NC2=O)C=NC2=C3C=CN2)CC1)C